COC1=NN2C(C=CC=C2)=C1C(=O)O methoxypyrazolo[1,5-a]pyridine-3-carboxylic acid